C(CC(CC)NC([O-])=O)NC(OC(C)(C)C)=O Tert-butyl pentane-1,3-diyldicarbamate